FC(C(=O)O)(F)F.C(C1=CC=CC=C1)OCCOCCOC1=C(N(C2=CC(=C(C=C12)F)F)C)N1CCN(CC1)C=O 4-(3-(2-(2-(Benzyloxy)ethoxy)ethoxy)-5,6-difluoro-1-methyl-1H-indol-2-yl)(piperazin-1-yl)methanone trifluoroacetate